FC1=C(C(=CC=C1)F)C1=NC=2N(C3=C(N1)C=NC(=C3)N3CCOCC3)N=CC2F 4-(5-(2,6-difluorophenyl)-3-fluoro-6H-pyrazolo[1,5-a]pyrido[3,4-f][1,3,5]triazepin-9-yl)morpholine